C1(CC1)C=1N=NN(C1)[C@H](C(=O)N1[C@@H](C[C@H](C1)O)C(=O)NCCC1=C(C=CC2=CC=CC=C12)OC)C(C)(C)C (2S,4R)-1-[(2S)-2-(4-cyclopropyltriazol-1-yl)-3,3-dimethyl-butanoyl]-4-hydroxy-N-[2-(2-methoxy-1-naphthyl)ethyl]pyrrolidine-2-carboxamide